3-fluoro-2-hydroxy-5-(4-(4-(pyrrolidin-1-yl)phenyl)piperidin-1-ylsulfonyl)benzaldehyde FC=1C(=C(C=O)C=C(C1)S(=O)(=O)N1CCC(CC1)C1=CC=C(C=C1)N1CCCC1)O